ONC(CCNCCN1C(=NCC1)CCCCCCCCCCC)=O N-hydroxy-3-((2-(2-undecyl-4,5-dihydro-1H-imidazol-1-yl)ethyl)amino)propanamide